C(CCC)N(CO)C(C)O N-(n-butyl)-N-hydroxymethylaminoethanol